(S)-1-((S)-1-(2-((R)-1-Amino-2-((1,1,1-trifluoro-2-methylpropan-2-yl)oxy)ethyl)imidazo[1,2-b]pyridazin-7-yl)-2-methoxyethyl)-4-(trifluoromethyl)imidazolidin-2-one-4,5,5-d3 N[C@@H](COC(C(F)(F)F)(C)C)C=1N=C2N(N=CC(=C2)[C@@H](COC)N2C(N[C@](C2([2H])[2H])([2H])C(F)(F)F)=O)C1